(S)-2-(4-fluorophenyl)-piperidine FC1=CC=C(C=C1)[C@H]1NCCCC1